tert-butyl (S)-(2,6-dioxopiperidin-3-yl)carbamate O=C1NC(CC[C@@H]1NC(OC(C)(C)C)=O)=O